N-[3-(2,4-Dichlorophenyl)isoxazol-5-yl]-2-[4-(1-isopropyl-6,6-dimethyl-4-oxo-5,7-dihydropyrazolo[3,4-d]pyrimidin-3-yl)-2-methoxy-phenyl]acetamide ClC1=C(C=CC(=C1)Cl)C1=NOC(=C1)NC(CC1=C(C=C(C=C1)C1=NN(C=2NC(NC(C21)=O)(C)C)C(C)C)OC)=O